C(C)(C)(C)OC(=O)N1[C@@H](CN(C[C@@H]1C)C=1C=NC(=CC1)NC(=O)C=1C(=CC=2N(C1)C=C(N2)C)OC)C (2r,6s)-4-(6-(7-methoxy-2-methylimidazo[1,2-a]pyridine-6-carboxamido)pyridin-3-yl)-2,6-dimethylpiperazine-1-carboxylic acid tert-butyl ester